C(C=C)(=O)OCCP(=O)=C(O)C[N+](C)(C)C acryloyloxyethyl-phosphoryl-choline